tert-butyl (S)-4-(2-amino-5-cyanophenyl)-3-methylpiperazine-1-carboxylate NC1=C(C=C(C=C1)C#N)N1[C@H](CN(CC1)C(=O)OC(C)(C)C)C